FC12CC(C1)(C2)N2C(C(N(C=C2)CC=2N=NN(C2)C2=NC=CC=C2)=O)=O 1-(3-fluorobicyclo[1.1.1]pentan-1-yl)-4-((1-(pyridin-2-yl)-1H-1,2,3-triazol-4-yl)methyl)-1,4-dihydropyrazine-2,3-dione